O1CCN(CC1)C(CCO)O morpholinopropane-1,3-diol